((4-((2-Bromo-2-methylpropanoyl)oxy)-3-((2-bromo-2-methylpropanoyl)oxy)phenyl)methylene)bis(benzene-4,1,2-triyl) tetrakis(2-bromo-2-methylpropanoate) BrC(C(=O)OC1=C(C=C(C=C1)C(C1=CC(=C(C=C1)OC(C(C)(C)Br)=O)OC(C(C)(C)Br)=O)C1=CC(=C(C=C1)OC(C(C)(C)Br)=O)OC(C(C)(C)Br)=O)OC(C(C)(C)Br)=O)(C)C